N-[3-[(5-chloro-1-methyl-2-oxo-spiro[indoline-3,4'-piperidine]-1'-yl)methyl]cyclobutyl]-3-cyclopropyl-isoxazole-5-carboxamide ClC=1C=C2C(=CC1)N(C(C21CCN(CC1)CC1CC(C1)NC(=O)C1=CC(=NO1)C1CC1)=O)C